N[C@H]1CCC=2C=3C1=C1C(=NC3C=C(C2C)F)C2=CC3=C(C(N2C1)=O)COC([C@]3(O)CC)=O (1S,9S)-1-amino-9-ethyl-5-fluoro-1,2,3,9,12,15-hexahydro-9-hydroxy-4-methyl-10H,13H-benzo[de]pyrano[3',4':6,7]indolizino[1,2-b]quinolin-10,13-dione